(E)-1-Hydroxy-4-[4-[(E)-3-[4-[methyl-(1-methylpiperidin-4-yl)amino]phenyl]-3-oxoprop-1-enyl]phenyl]but-3-en-2-one OCC(\C=C\C1=CC=C(C=C1)\C=C\C(=O)C1=CC=C(C=C1)N(C1CCN(CC1)C)C)=O